S(C)(=O)(=O)O.N1N=CC2=CC(=CC=C12)NC1=NC(=NC2=CC=CC=C12)C=1C=C(OCC(=O)NC(C)C)C=CC1 2-{3-[4-(1H-indazol-5-ylamino)-2-quinazolinyl]phenoxy}-N-(propan-2-yl)acetamide mesylate salt